1-phenyl-N-[(1r,3s)-3-{[2-(trifluoromethyl)quinolin-4-yl]amino}cyclohexyl]-1H-pyrrole-2-carboxamide C1(=CC=CC=C1)N1C(=CC=C1)C(=O)N[C@H]1C[C@H](CCC1)NC1=CC(=NC2=CC=CC=C12)C(F)(F)F